FC(C)(F)C1=CC=C(C=C1)C=1C(=NC(=NC1CC)N)N 5-(4-(1,1-difluoroethyl)phenyl)-6-ethylpyrimidine-2,4-diamine